OC1=C(C=CC=2C(C3=CC(=CC=C3C(C12)=O)O)=O)OC 1,6-dihydroxy-2-methoxyanthraquinone